O1CCC(=CC1)C1=NC(=CC(=N1)C#C)C (3,6-dihydro-2H-pyran-4-yl)-4-ethynyl-6-methylpyrimidine